1-(4-chlorophenyl)butanol ClC1=CC=C(C=C1)C(CCC)O